[Cl-].C1=C(C=CC=2OC3=C(C21)C=CC=C3)C[NH3+] dibenzofuran-2-ylmethyl-ammonium chloride